N-(4-bromophenyl)-N-((1r,4r)-4-(quinazolin-2-ylamino)cyclohexyl)acetamide BrC1=CC=C(C=C1)N(C(C)=O)C1CCC(CC1)NC1=NC2=CC=CC=C2C=N1